CC(=C)C([C@@H](CC(C)C)NC(OC(C)(C)C)=O)=O (R)-tert-butyl (2,6-dimethyl-3-oxohept-1-en-4-yl)carbamate